C(C)C1(C(=NN(C1(C(=O)O)C)C1=C(C=C(C=C1)Cl)Cl)C(=O)O)CC.ClC1=CC=C(C=C1)[Si](O)(C)C (4-chlorophenyl)dimethylsilanol diethyl-1-(2,4-dichlorophenyl)-5-methyl-4,5-dihydro-1H-pyrazole-3,5-dicarboxylate